(S)-N-(3-amino-1-(hydroxyamino)-3-methyl-1-oxobutan-2-yl)-4-((4-(1-methyl-1H-pyrazol-5-yl)phenyl)ethynyl)benzamide NC([C@@H](C(=O)NO)NC(C1=CC=C(C=C1)C#CC1=CC=C(C=C1)C1=CC=NN1C)=O)(C)C